O[C@@H]1CO[C@@H]([C@H]1O)CO (3R,4s,5R)-3,4-dihydroxy-5-(hydroxymethyl)tetrahydrofuran